ethyl 2-(6-aminopyridin-3-yl)-2-methylpropionate NC1=CC=C(C=N1)C(C(=O)OCC)(C)C